COC(=O)C1(CN(C1)C(=O)OC(C)(C)C)C(CC1=CC=CC=C1)O 3-(1-hydroxy-2-phenylethyl)azetidine-1,3-dicarboxylic acid 1-tert-butyl ester 3-methyl ester